ClC1C(CCNC1)C1=CNC2=CC=CC=C12 5-chloro-4-(1H-indol-3-yl)piperidine